Methyl 5-(methylamino)-6-(3-methylimidazo[4,5-c]pyridin-7-yl)3-[4-(4-piperidyloxy)anilino]pyrazine-2-carboxylate CNC=1N=C(C(=NC1C=1C2=C(C=NC1)N(C=N2)C)C(=O)OC)NC2=CC=C(C=C2)OC2CCNCC2